COCC1(OC2=C(C(C1)=O)C=C(C=C2)C2=NC(=NO2)C2=CC=NC=C2)COC 2,2-bis(methoxy-methyl)-6-[3-(pyridin-4-yl)-1,2,4-oxadiazol-5-yl]-3,4-dihydro-2H-1-benzopyran-4-one